Benzotri-azole N1N=NC2=C1C=CC=C2